C(CCCCCCCCCCC)(=O)OC[C@@H](OC(CCCCCCCCCCC)=O)COP(=O)(O)OCCN 1,2-dilauroyl-sn-glycero-3-phosphoethanolamine